C(C)(=O)C1=C(C=C(C=C1)Cl)C=1C(=NN(C(C1)=O)C(C(=O)NC1=CC=C(C(=O)O)C=C1)CC1=CC=C(C=C1)NC(=O)C1CCC1)OC 4-(2-(4-(2-acetyl-5-chlorophenyl)-3-methoxy-6-oxopyridazin-1(6H)-yl)-3-(4-(cyclobutanecarboxamido)phenyl)propionylamino)benzoic acid